5-Hydroxy-2-(4-methoxyphenethyl)-6-(2-(methylsulfonyl)ethyl)pyridine OC=1C=CC(=NC1CCS(=O)(=O)C)CCC1=CC=C(C=C1)OC